8,9-dibromo-2,3,4,5-tetrahydro-1H-naphtho[2,3-d]azepine-6,11-dione BrC=1C=C2C(C3=C(CCNCC3)C(C2=CC1Br)=O)=O